(S)-1-(3-ethoxy-4-methoxyphenyl)-2-(methylthio)ethan-1-amine C(C)OC=1C=C(C=CC1OC)[C@@H](CSC)N